3-bromo-5-(2-fluoro-4-methoxy-phenoxy)-4-methyl-pyridine BrC=1C=NC=C(C1C)OC1=C(C=C(C=C1)OC)F